ethyl 3-[3-[1-[5-amino-1-[5-[4,6-difluoro-1-(p-tolylsulfonyl)indol-5-yl]oxy-2-fluoro-phenyl]pyrazol-3-yl]ethyl]-2-fluoro-phenyl]propanoate NC1=CC(=NN1C1=C(C=CC(=C1)OC=1C(=C2C=CN(C2=CC1F)S(=O)(=O)C1=CC=C(C=C1)C)F)F)C(C)C=1C(=C(C=CC1)CCC(=O)OCC)F